CN(C)[SiH2][SiH2][SiH3] dimethylaminotrisilane